methacryloyloxypropyldiethylmethoxysilane C(C(=C)C)(=O)OCCC[Si](OC)(CC)CC